1-(nitrosooxy)-propan-3-ol N(=O)OCCCO